4-((7-Fluoroquinazolin-4-yl)oxy)aniline FC1=CC=C2C(=NC=NC2=C1)OC1=CC=C(N)C=C1